1-benzyl-N-(3-bromo-2,6-difluorophenyl)-3-fluoro-1H-pyrazole-5-carboxamide C(C1=CC=CC=C1)N1N=C(C=C1C(=O)NC1=C(C(=CC=C1F)Br)F)F